2-[rac-(3S,5R)-3,5-dimethylpiperazin-1-yl]ethyl 6-[6-[5-(6-methyl-2-pyridyl)-1H-imidazol-4-yl]-3-quinolyl]pyridine-3-carboxylate CC1=CC=CC(=N1)C1=C(N=CN1)C=1C=C2C=C(C=NC2=CC1)C1=CC=C(C=N1)C(=O)OCCN1C[C@@H](N[C@@H](C1)C)C |r|